n-octyl(dimethyl)chlorosilane C(CCCCCCC)[Si](Cl)(C)C